OC1CN(CC1)C 3-hydroxy-1-methylpyrrolidin